5-cyclopropyl-1,2-oxazole-4-carboxylic acid (1S,4S,5R)-2-azabicyclo[2.2.1]heptane-5-yl ester [C@@H]12NC[C@@H]([C@@H](C1)OC(=O)C=1C=NOC1C1CC1)C2